C(C)C=1C(NC=2C=C(C=NC2C1)CNC1C(C1)CNC=1C=CC(=NC1)C(=O)NC)=O 5-(((2-(((7-ethyl-6-oxo-5,6-dihydro-1,5-naphthyridin-3-yl)methyl)amino)cyclopropyl)methyl)amino)-N-methylpicolinamide